(5S)-1-(4-chlorophenyl)-5-methylpyrrolidin-2-one ClC1=CC=C(C=C1)N1C(CC[C@@H]1C)=O